COC=1C=C(C=O)C=CC1OCC1=NC=CC(=C1C)OCC(F)(F)F 3-methoxy-4-[3-methyl-4-(2,2,2-trifluoroethoxy)pyridin-2-yl]methoxybenzaldehyde